N(C1=CC=CC=C1)C1=NC(=NC(=N1)Cl)Cl 2-anilino-4,6-dichloro-1,3,5-triazine